C(C)(C)(C)OC(=O)N1CC(=CCC1)C1=CSC2=C1C(=CC=C2C#N)F.[SiH3]P([SiH3])[SiH3] trisilyl-phosphine tert-Butyl-3-(7-cyano-4-fluoro-1-benzothiophen-3-yl)-5,6-dihydro-2H-pyridine-1-carboxylate